Cl.CC=1C(=NC=CC1)N1CCNCC1 1-(3-methylpyridin-2-yl)piperazine hydrochloride